4-((1-(Trifluoromethyl)cyclopropyl)methoxy)cyclohexan-1-amine FC(C1(CC1)COC1CCC(CC1)N)(F)F